ClC1=C2C(=C[N+](=C1)[O-])NC(=C2)C(=O)N[C@@H]2[C@H]([C@H]1C([C@@H](C2)C1)(C)C)C 4-chloro-6-oxido-N-[(1S,2S,3S,5R)-2,6,6-trimethyl-norpinan-3-yl]-1H-pyrrolo[2,3-c]pyridin-6-ium-2-carboxamide